6-(3-Bromo-1-(3-chloropyridin-2-yl)-1H-pyrazol-5-carboxamido)-5-chloro-N-isopropylpyrazolo[1,5-a]pyridin-7-carboxamid BrC1=NN(C(=C1)C(=O)NC=1C(=CC=2N(C1C(=O)NC(C)C)N=CC2)Cl)C2=NC=CC=C2Cl